N1=CC=C(C=C1)COC1CCC2(CN(C2)C(=O)OC(C)(C)C)CC1 tert-butyl 7-(4-pyridylmethoxy)-2-azaspiro[3.5]nonane-2-carboxylate